C1(CCCCC1)OC(=O)C1CC1 cyclopropane-1-carboxylic acid cyclohexyl ester